(5-chloropyridin-2-yl)-3-methyl-1H-pyrazol-5-ol ClC=1C=CC(=NC1)N1N=C(C=C1O)C